FC=1C=C(C=C(C1OCCCCCCCCCCCCCCCCCC)F)S(=O)(=O)C=1C=NC2=CC=C(C=C2C1N1CCC(CC1)N1CCN(CC1)C1CCN(CC1)CC)OC(F)(F)F 3-((3,5-difluoro-4-(octadecyloxy)phenyl)sulfonyl)-4-(4-(4-(1-ethylpiperidin-4-yl)piperazin-1-yl)piperidin-1-yl)-6-(trifluoromethoxy)quinoline